NC1=C2CN(C(C2=CC=C1)=O)[C@H]1C(NC(CC1)=O)=O |r| racemic-3-(4-amino-1-oxo-1,3-dihydro-2H-isoindol-2-yl)piperidine-2,6-dione